FC(COC=1C=C2C(=CC=NC2=CC1)C(=O)O)(C)F 6-(2,2-difluoropropoxy)quinoline-4-carboxylic acid